2-(4-(trimethylsilyl)-phenyl)-propane-1,2,3-tricarboxylic acid C[Si](C1=CC=C(C=C1)C(CC(=O)O)(CC(=O)O)C(=O)O)(C)C